6-(4-fluorophenyl)-1-[(3-methyl-1,2,4-oxadiazol-5-yl)methyl]-3H-imidazo[4,5-b]pyridin-2-one FC1=CC=C(C=C1)C=1C=C2C(=NC1)NC(N2CC2=NC(=NO2)C)=O